1,5-dihydro-4H-pyrazolo[3,4-d]pyrimidine-4-one N1N=CC2=C1N=CNC2=O